(4aR,10aR)-1-propyl-1,2,3,4,4a,5,10,10a-octahydrobenzo[g]quinoline-6,7-diyl bis(sulfamate) S(N)(OC1=C(C=CC2=C1C[C@H]1CCCN([C@@H]1C2)CCC)OS(N)(=O)=O)(=O)=O